C(C)(C)(C)C1=CC=C(C=C1)N1C=NC=2C=NC=CC21 (4-(tert-butyl)phenyl)-1H-imidazo[4,5-c]pyridine